butyl 4,4-bis(tert-butylperoxy)-valerate C(C)(C)(C)OOC(CCC(=O)OCCCC)(C)OOC(C)(C)C